C(C=C)(=O)OC[SiH](OCC)OCC acryloxymethyl-diethoxysilane